4-Chloro-6-(1-(2-formyl-1,2,3,4-tetrahydroisoquinoline-3-carbonyl)-1,2,5,6-tetrahydropyridin-3-yl)-N,N-dimethyl-1H-indole-2-carboxamide ClC1=C2C=C(NC2=CC(=C1)C=1CN(CCC1)C(=O)C1N(CC2=CC=CC=C2C1)C=O)C(=O)N(C)C